3-(4-methanesulfonylphenyl)-1-methyl-6-({4-[1-(propan-2-yl)piperidin-4-yl]phenyl}amino)-1,2-dihydroquinolin-2-one CS(=O)(=O)C1=CC=C(C=C1)C=1C(N(C2=CC=C(C=C2C1)NC1=CC=C(C=C1)C1CCN(CC1)C(C)C)C)=O